The molecule is an acyl-CoA(4-) obtained by deprotonation of the phosphate and diphosphate groups of oscr#10-CoA; major species at pH 7.3. It is a conjugate base of an oscr#10-CoA. C[C@H]1[C@@H](C[C@H]([C@@H](O1)OCCCCCCCCC(=O)SCCNC(=O)CCNC(=O)[C@@H](C(C)(C)COP(=O)([O-])OP(=O)([O-])OC[C@@H]2[C@H]([C@H]([C@@H](O2)N3C=NC4=C(N=CN=C43)N)O)OP(=O)([O-])[O-])O)O)O